(4-(ethylsulfonyl)benzyl)terephthalamide C(C)S(=O)(=O)C1=CC=C(CC2=C(C(=O)N)C=CC(=C2)C(=O)N)C=C1